tert-butyl 2-[(8-bromo-1,2,3,4-tetrahydroisoquinolin-6-yl)oxy]acetate BrC=1C=C(C=C2CCNCC12)OCC(=O)OC(C)(C)C